((2S,4S)-4-(6-fluoro-8-methyl-7-(3-methylisoquinolin-4-yl)-4-((S)-1-((S)-1-methylpyrrolidin-2-yl)ethoxy)-1H-[1,2,3]triazolo[4,5-c]quinolin-1-yl)piperidin-2-yl)acetonitrile FC1=C(C(=CC=2C3=C(C(=NC12)O[C@@H](C)[C@H]1N(CCC1)C)N=NN3[C@@H]3C[C@H](NCC3)CC#N)C)C3=C(N=CC1=CC=CC=C31)C